Cl.CC1(CCC1)NC(=O)C1[C@H]2CNC[C@@H]12 (1r,5s,6r)-N-(1-methylcyclobutyl)-3-azabicyclo[3.1.0]hexane-6-carboxamide hydrochloride